C(C)SC=1C(=NC=C(C1)OCOC)C(=O)NC1=C(C=CC(=C1)SC(F)(F)F)O 3-ethylsulfanyl-5-(methoxymethyloxy)-N-(2-hydroxy-5-(trifluoromethylthio)phenyl)-2-pyridinecarboxylic acid amide